tert-butyl (7R,15S)-15-amino-3,8-dioxo-2,5,9-triazatricyclo[14.3.1.02,7]icosa-1(20),16,18-triene-5-carboxylate N[C@H]1CCCCCNC([C@H]2CN(CC(N2C=2C=CC=C1C2)=O)C(=O)OC(C)(C)C)=O